(R)-2-((1-(3-cyano-7-ethyl-2-(isoindolin-2-yl)-4-oxo-4H-pyrido[1,2-a]pyrimidin-9-yl)ethyl)amino)benzoic acid C(#N)C1=C(N=C2N(C1=O)C=C(C=C2[C@@H](C)NC2=C(C(=O)O)C=CC=C2)CC)N2CC1=CC=CC=C1C2